CC(C#CC(C)(O)C)(C)O dimethyl-2,5-hexynediol